OC1CC=2C1=CC=CC2 1-hydroxybenzocyclobutene